C1=CC=CC=2C3=CC=CC=C3C(C12)COC(=O)N([C@H](C(=O)O)CC(F)(F)F)C (2S)-2-[9H-fluoren-9-ylmethoxycarbonyl(methyl)amino]-4,4,4-trifluorobutanoic acid